C(C)(C)(C)C=1C=C(C=C(C1O)C(C)(C)C)/C=C(\C#N)/S(=O)(=O)C1=CC=C(C=C1)F (E)-3-(3,5-Di-Tert-Butyl-4-Hydroxy-Phenyl)-2-(4-Fluoro-Benzenesulfonyl)-Acrylonitrile